ClC1=CC(=C(C=C1)C1=NCCC2=CC=CC=C12)O (4-chloro-2-hydroxyphenyl)-3,4-dihydroisoquinoline